CN1C=NC=C1C1=CC=C2C(=N1)C(=CS2)C2=CC=NC=C2 5-(1-methyl-1H-imidazol-5-yl)-3-(pyridin-4-yl)thieno[3,2-b]pyridine